(R)-methyl 2-amino-3-(3-fluoro-5-(5-propylisoxazol-4-yl)benzamido)propanoate N[C@@H](C(=O)OC)CNC(C1=CC(=CC(=C1)C=1C=NOC1CCC)F)=O